N=1C=CN2C1C(=CC=C2)CC2OC(C1=CC=CC=C21)O 3-(imidazo[1,2-a]pyridin-8-ylmethyl)-1,3-dihydroisobenzofuran-1-ol